1-((3aR,3bS,4aS,5R,5aS)-5-(4-chloro-7H-pyrrolo[2,3-d]pyrimidin-7-yl)-2,2-dimethyl-tetrahydrocyclopropa[3,4]cyclopenta[1,2-d][1,3]dioxol-3b(3aH)-yl)ethan-1-one ClC=1C2=C(N=CN1)N(C=C2)[C@@H]2[C@@H]1[C@]([C@@H]3[C@H]2OC(O3)(C)C)(C1)C(C)=O